ClC1=NC=2N(C(=C1)N[C@H](C)C1=C(C=C(C=C1)Cl)Cl)N=CN2 (R)-5-chloro-N-(1-(2,4-dichlorophenyl)ethyl)-[1,2,4]triazolo[1,5-a]pyrimidin-7-amine